butane-2,3-diylbis(pyrrolidine-1-carboxylate) CC(C(C)C1N(CCC1)C(=O)[O-])C1N(CCC1)C(=O)[O-]